CC(CC)(C)C1=CC=C(C=C1)OP([O-])[O-] 4-(1,1-dimethylpropyl)phenylphosphit